3-(5-(((1S,4R)-3-(3-ethoxyazetidin-1-yl)bicyclo[2.2.1]heptan-2-yl)oxy)-1-oxoisoindolin-2-yl)piperidine-2,6-dione C(C)OC1CN(C1)C1C([C@H]2CC[C@@H]1C2)OC=2C=C1CN(C(C1=CC2)=O)C2C(NC(CC2)=O)=O